COC(C1=C(C=CC=C1)NC(C)C=1C=2C=3C(N(C(C2C=C(C1)C)=O)C)=NN(C3)CCC)=O ((1-(4,7-dimethyl-5-oxo-2-propyl-4,5-dihydro-2H-pyrazolo[3,4-c]isoquinolin-9-yl)ethyl)amino)benzoic acid methyl ester